ClC1=NC=C(C(=N1)N1CCC(CCC1)O)C#N 2-chloro-4-(4-hydroxyazepan-1-yl)pyrimidine-5-carbonitrile